5-(benzyloxy)-4-fluoro-2-hydroxybenzaldehyde C(C1=CC=CC=C1)OC=1C(=CC(=C(C=O)C1)O)F